N=1C=CN2N=C(C=CC21)C2=CNC=1N=C(N=CC12)NC1CCC(CC1)OCCO 2-(((1s,4s)-4-((5-(imidazo[1,2-b]pyridazin-6-yl)-7H-pyrrolo[2,3-d]pyrimidin-2-yl)amino)cyclohexyl)oxy)ethan-1-ol